ClS(=O)(=O)C=1C=C2CCN(CC2=CC1)C(=O)OC(C)(C)C Tert-butyl 6-(chlorosulfonyl)-3,4-dihydroisoquinoline-2(1H)-carboxylate